C1(CC1)S(=O)(=O)NC=1SC=C(N1)C(C(=O)NC1=NC=C(C=C1)C1=CC(=CC(=C1)OC)F)(C)C 2-(2-(cyclopropanesulfonamido)thiazol-4-yl)-N-(5-(3-fluoro-5-methoxyphenyl)pyridin-2-yl)-2-methylpropanamide